aminopropyltrimethyl-ammonium chloride [Cl-].NCCC[N+](C)(C)C